C(C1=CC=CC=C1)OC=1C=C2C(=C(N(C2=CC1)C1=CC(=C(C=C1)F)F)C1CCOCC1)C1=CC(CCC1)C(=O)O 3-(5-(benzyloxy)-1-(3,4-difluorophenyl)-2-(tetrahydro-2H-pyran-4-yl)-1H-indol-3-yl)cyclohex-2-ene-1-carboxylic acid